Potassium chloroeicosafluoro-3-oxoundecane-1-sulfonate ClC(C(C(C(C(C(C(C(C(C(C(S(=O)(=O)[O-])(F)F)(F)F)=O)(F)F)(F)F)(F)F)(F)F)(F)F)(F)F)(F)F)(F)F.[K+]